FCC12CC(CC(CC1)(O2)CF)C2=CC=C(C(=N2)C2=CCC(CC2)(C)C)NC(OC(C)(C)C)=O tert-butyl N-[6-[1,5-bis(fluoromethyl)-8-oxabicyclo[3.2.1]octan-3-yl]-2-(4,4-dimethylcyclohexen-1-yl)-3-pyridyl]carbamate